N-(2-fluoroethyl)-3H-imidazo[4,5-b]Pyridin-7-amine FCCNC1=C2C(=NC=C1)NC=N2